Cl.CCCCCC(CCCC)=O decan-6-one hydrochloride